3',5'-di-tert-butyl-5-methyl[1,1'-biphenyl]-2-olate C(C)(C)(C)C=1C=C(C=C(C1)C(C)(C)C)C=1C(=CC=C(C1)C)[O-]